1-{2-(morpholin-4-yl)-8-[1-(tetrahydro-2H-pyran-2-yl)-1H-pyrazol-5-yl]-1,7-naphthyridin-4-yl}-3-(trifluoromethyl)azetidin-3-ol N1(CCOCC1)C1=NC2=C(N=CC=C2C(=C1)N1CC(C1)(O)C(F)(F)F)C1=CC=NN1C1OCCCC1